4-cyclopropyl-2-fluoro-N-((3-methylpyrazin-2-yl)carbamoyl)benzamide tert-butyl-3-carbamoyl-3-(pyridin-2-yl)piperidine-1-carboxylate C(C)(C)(C)OC(=O)N1CC(CCC1)(C1=NC=CC=C1)C(N)=O.C1(CC1)C1=CC(=C(C(=O)NC(NC2=NC=CN=C2C)=O)C=C1)F